(S)-3-(methoxymethyl)pyrrolidine COC[C@@H]1CNCC1